NC1=C(C=CC=C1)C1=C(C(=O)N)C=CC(=C1)NC1=NC=CC(=N1)C=1N=NN(C1)C1CCCC1.[N] nitrogen (2-aminophenyl)-4-((4-(1-cyclopentyl-1H-1,2,3-triazol-4-yl)pyrimidin-2-yl)amino)benzamide